C(CCC)[Si](C1=CC=C(C=C1)P(N(P(C1=CC=C(C=C1)[Si](CCCC)(CCCC)CCCC)C1=C(C=CC=C1)OC)CCCC)C1=CC=C(C=C1)[Si](CCCC)(CCCC)CCCC)(CCCC)CCCC N-(bis(4-(tributylsilyl)phenyl)phosphaneyl)-N-butyl-1-(2-methoxyphenyl)-1-(4-(tributylsilyl)phenyl)phosphanamine